2-butyloctyl 6-(2-(decanoyloxy) ethyl)-3-ethyl-12-hexyl-10-oxo-9,11-dioxa-3,6-diazahexadecane-16-carboxylate C(CCCCCCCCC)(=O)OCCN(CCN(CC)CC)CCOC(OC(CCCCC(=O)OCC(CCCCCC)CCCC)CCCCCC)=O